O1COC2=C1C=CC(=C2)/C=C/C(=O)N[C@@H](CC2=CC=C(C(=O)O)C=C2)C(=O)NC2=CC=C(C=C2)C(NO)=O 4-[(2S)-2-[[(E)-3-(1,3-benzodioxol-5-yl)prop-2-enoyl]amino]-3-[4-(hydroxycarbamoyl)anilino]-3-oxo-propyl]benzoic acid